NC[C@@]1([C@@H]2CCN(C[C@H]12)C1=CN=C2C(=N1)NN=C2C2=C1C(C(N(C1=CC=C2)C)=O)(F)F)C2=NOC(=C2)C 4-[6-[(1S,6R,7S)-7-(aminomethyl)-7-(5-methyl-1,2-oxazol-3-yl)-3-azabicyclo[4.1.0]heptan-3-yl]-1H-pyrazolo[3,4-b]pyrazin-3-yl]-3,3-difluoro-1-methylindol-2-one